C(C)(C)(C)C1N(CCC2=NN3C(C(CC=CC3)O)=C21)C(=O)OCC2=CC(=NN2)C2=CC(=C(C=C2)F)F (3-(3,4-difluorophenyl)-1H-pyrazol-5-yl)methanol tert-Butyl-11-hydroxy-3,4,10,11-tetrahydro-1H-pyrido[4',3':3,4]Pyrazolo[1,5-a]azepine-2(7H)-carboxylate